C(C1=CC=CC=C1)CS(=O)(=O)NC1CCC(CC1)C[C@H]1N[C@H](CC1)[C@@H](O)C1=CC(=CC=C1)F benzyl-N-((1S,4r)-4-(((2S,5R)-5-((R)-(3-fluorophenyl)(hydroxy)methyl)pyrrolidin-2-yl)methyl)cyclohexyl)methanesulfonamide